diphenyl-N-(dimethylmethoxysilylmethyl)ethylenediamine C1(=CC=CC=C1)N(CCNC[Si](OC)(C)C)C1=CC=CC=C1